NC=1N=C(SC1C(C1=CC=C(C=C1)OCC1=CC=CC=C1)=O)N(C1=CC=C(C=C1)F)C(C(=O)N)C (N-[4-amino-5-(4-benzyloxybenzoyl)thiazol-2-yl]-4-fluoro-anilino)propionamide